C1(C=CC=C1)=C(C1=CC=C(OCCOC2=CC=C(C=C2)C(C2=CC=CC=C2)=C2C=CC=C2)C=C1)C1=CC=CC=C1 1,2-bis(4-(cyclopent-2,4-diene-1-ylidene(phenyl)methyl)phenoxy)ethane